BrC1=CN=C2N1N=C(C=C2)N2[C@H](CCC2)C2=CC(=CC=C2)F (R)-3-bromo-6-(2-(3-fluorophenyl)pyrrolidin-1-yl)imidazo[1,2-b]pyridazine